COCC1(COCC1NC1=NN=C(C2=CC=CC=C12)C1=CC=C(C=C1)C(F)(F)F)O 3-(methoxymethyl)-4-((4-(4-(trifluoromethyl)phenyl)phthalazin-1-yl)amino)tetrahydrofuran-3-ol